N-(1-(3-cyano-9-ethyl-6,6-dimethyl-11-oxo-6,11-dihydro-5H-benzo[b]carbazol-8-yl)piperidin-4-yl)-6-((2-(2,6-dioxopiperidin-3-yl)-1-oxoisoindolin-4-yl)thio)hexanamide C(#N)C1=CC=C2C=3C(C4=C(C(C3NC2=C1)(C)C)C=C(C(=C4)CC)N4CCC(CC4)NC(CCCCCSC4=C1CN(C(C1=CC=C4)=O)C4C(NC(CC4)=O)=O)=O)=O